CC1(NC(CC(C1)C1=C(C(=C(C(=C1C(=O)[O-])C1CC(NC(C1)(C)C)(C)C)C(=O)[O-])C1CC(NC(C1)(C)C)(C)C)C(=O)[O-])(C)C)C tris(2,2,6,6-tetramethyl-4-piperidyl)-benzene-1,3,5-tricarboxylate